lithium palladium zinc [Zn].[Pd].[Li]